[Si](C)(C)(C(C)(C)C)O[C@H]1[C@H]([C@@H](O[C@@H]1CO[Si](C)(C)C(C)(C)C)N1C(NC(C=C1)=O)=O)OC 1-((2R,3R,4R,5R)-4-((tert-butyldimethylsilyl)oxy)-5-(((tert-butyldimethylsilyl)oxy)methyl)-3-methoxytetrahydrofuran-2-yl)pyrimidine-2,4(1H,3H)-dione